(6S)-5-methyltetrahydrofolate sodium salt [Na+].CN1C=2C(NC(=NC2NC[C@@H]1CNC1=CC=C(C(N[C@@H](CCC(=O)[O-])C(=O)O)=O)C=C1)N)=O